C1(=CC=CC=C1)C(CN1N=CC=C1C1=CC=CC=C1)=O 1-phenyl-2-(5-phenylpyrazol-1-yl)ethan-1-one